1-(6-(6-chloro-7-(3-cyclopropyl-5-methyl-1H-indazol-4-yl)-2-(3-(dimethylamino)azetidin-1-yl)-8-fluoroquinazolin-4-yl)-2,6-diazaspiro[3.3]heptan-2-yl)prop-2-en-1-one ClC=1C=C2C(=NC(=NC2=C(C1C1=C2C(=NNC2=CC=C1C)C1CC1)F)N1CC(C1)N(C)C)N1CC2(CN(C2)C(C=C)=O)C1